C(C)(C)(C)OC(C(OS(=O)(=O)C1=CC=C(C)C=C1)C1=CC=CC=C1)=O t-butylphenyl-α-(p-toluenesulfonyloxy)-acetate